2-butyl-4,7-dichloro-3-[(4-methoxyphenyl)methyl]imidazo[4,5-d]pyridazine C(CCC)C=1N(C=2C(=C(N=NC2Cl)Cl)N1)CC1=CC=C(C=C1)OC